CN1N=NC=C1C(=O)OC1C(C1)(F)F 2,2-difluorocyclopropyl (methyl)-1H-1,2,3-triazole-5-carboxylate